C(C=C)(=O)OCCC[Si](O[Si](C)(C)C)(C)C acryloyloxypropylpentamethyl-disiloxane